1-[(6-{6,6-Difluoro-3-azabicyclo[3.1.0]hex-3-yl}-2-(hydroxymethyl)pyridin-3-yl)methyl]-1H-pyrazole-4-carboxylic acid ethyl ester C(C)OC(=O)C=1C=NN(C1)CC=1C(=NC(=CC1)N1CC2C(C2C1)(F)F)CO